1-((4-(dihydroxy-boranyl)phenyl)methyl)-1,3-benzodiazole-6-carboxylic acid trifluoroacetic acid salt FC(C(=O)O)(F)F.OB(C1=CC=C(C=C1)CN1C=NC2=C1C=C(C=C2)C(=O)O)O